Tert-butyl 5-fluoro-4-[3-methyl-2-oxo-1-(2-trimethylsilylethoxymethyl)benzimidazol-4-yl]-3,6-dihydro-2H-pyridine-1-carboxylate FC1=C(CCN(C1)C(=O)OC(C)(C)C)C1=CC=CC=2N(C(N(C21)C)=O)COCC[Si](C)(C)C